O[C@@H]1CN(C[C@H]1CO)C(=O)OC(C)(C)C (3S,4S)-tert-butyl 3-hydroxy-4-(hydroxymethyl)pyrrolidine-1-carboxylate